O1C(C1)COC1=CC=C(COCOCC2=CC=C(C=C2)COCOCC2=CC=C(C=C2)OCC2OC2)C=C1 1,4-bis(((4-(oxiran-2-ylmethoxy)benzyloxy)methoxy)methyl)benzene